ClC=1C=CC(=C(C1)C1=CC(NC=C1OC([2H])([2H])[2H])=O)N1N=NC(=C1)Cl 4-(5-chloro-2-(4-chloro-1H-1,2,3-triazol-1-yl)phenyl)-5-(methoxy-d3)pyridin-2(1H)-one